3-{4-[(6,7-dimethoxy-4-quinolinyl)oxy]phenyl}-4-methoxy-1-[3-(trifluoromethyl)phenyl]-2-imidazolidinone trifluoroacetate FC(C(=O)O)(F)F.COC=1C=C2C(=CC=NC2=CC1OC)OC1=CC=C(C=C1)N1C(N(CC1OC)C1=CC(=CC=C1)C(F)(F)F)=O